5-((2-(cyclopropyl-ethynyl)-5-iso-propyl-pyridin-4-yl)oxy)pyrimidine-2,4-diamine C1(CC1)C#CC1=NC=C(C(=C1)OC=1C(=NC(=NC1)N)N)C(C)C